CC1(OB(OC1(C)C)CC1(CCN(CC1)C(=O)OC(C)(C)C)C(=O)OCC)C 1-tert-butyl 4-ethyl 4-((4,4,5,5-tetramethyl-1,3,2-dioxaborolan-2-yl)methyl)piperidine-1,4-dicarboxylate